BrC1=NN(C(=C1)C)C1=CC=C(C=C1)Cl 3-bromo-1-(4-chlorophenyl)-5-methyl-pyrazole